N(N)C=1SC=C(N1)C1=CC(=CC=C1)[N+](=O)[O-] hydrazino-4-(3'-nitrophenyl)thiazole